1,3-dibutylpyrrolidinium chloride [Cl-].C(CCC)[NH+]1CC(CC1)CCCC